2-(4-bromophenylmethyl)-N-(5-methyl-4-oxo-2,3,4,5-tetrahydrobenzo[b][1,4]oxazepin-3-yl)thiazole-4-carboxamide BrC1=CC=C(C=C1)CC=1SC=C(N1)C(=O)NC1C(N(C2=C(OC1)C=CC=C2)C)=O